C1(CC1)C1=NC=C(C2=C1CN(C2=O)CC2=C(C=C(C=C2)OC)OC)NC2=CC=C(C=N2)N2CCN(CC2)C(=O)OC(C)(C)C tert-butyl 4-(6-((4-cyclopropyl-2-(2,4-dimethoxybenzyl)-1-oxo-2,3-dihydro-1H-pyrrolo[3,4-c]pyridin-7-yl)amino)pyridin-3-yl)piperazine-1-carboxylate